C(C1=CC=CC=C1)NCC1=NC=CC=C1 benzyl-1-(pyridin-2-yl)methylamine